3-({[(2E)-3-(methoxycarbonyl)prop-2-enoyloxy]methyl}oxycarbonyl)(2S)-(2-aminoacetylamino)propanoic acid, 2,2,2-trifluoroacetic acid salt FC(C(=O)O)(F)F.COC(=O)/C=C/C(=O)OCOC(=O)C[C@@H](C(=O)O)NC(CN)=O